CC(C(=O)O)(CC=O)C 2,2-dimethyl-4-oxo-butyric acid